CN1C=CC(=N1)C(=O)O The molecule is a member of the class of pyrazoles that is N-methylpyrazole substituted by a carboxy group at position 3. It has a role as a metabolite. It is a member of pyrazoles and a monocarboxylic acid. It derives from a N-methylpyrazole.